C(C)C=1N=C(C2=C(N1)SC(=C2)C)NCCCOC2=CC=CC=C2 2-ethyl-6-methyl-N-(3-phenoxypropyl)thieno[2,3-d]pyrimidin-4-amine